1-(4-(Difluoromethoxy)phenyl)-3-(4-methoxyphenyl)-7-(2,2,2-trifluoroethylamino)-3,4-dihydropyrimido[4,5-d]pyrimidin-2(1H)-one FC(OC1=CC=C(C=C1)N1C(N(CC=2C1=NC(=NC2)NCC(F)(F)F)C2=CC=C(C=C2)OC)=O)F